C12CNCC2C1C1=NN(C2=C1C(=NC(=C2F)Cl)C(F)(F)F)C2CC2 3-(3-azabicyclo[3.1.0]hexan-6-yl)-6-chloro-1-cyclopropyl-7-fluoro-4-(trifluoromethyl)pyrazolo[4,3-c]pyridine